C(C)NC(=O)N1[C@H]([C@H](CCC1)C1=CC=NN1)COC1CCC(CC1)C(C)C (CIS)-N-ethyl-2-(((4-isopropylcyclohexyl)oxy)methyl)-3-(1H-pyrazol-5-yl)piperidine-1-carboxamide